CC(=CCC/C(=C/CC/C(=C/CSC[C@@H](C(=O)OC)N)/C)/C)C S-Farnesyl-L-cysteine methyl ester